4-(azetidin-3-yl)-6-chloro-3-methyl-pyridazine N1CC(C1)C1=C(N=NC(=C1)Cl)C